N-[(1,3-dicyclohexyl-6-hydroxy-2,4-dioxo-1,2,3,4-tetrahydro-5-pyrimidinyl)-carbonyl]glycine C1(CCCCC1)N1C(N(C(C(=C1O)C(=O)NCC(=O)O)=O)C1CCCCC1)=O